2-(5-cyano-1-methyl-3-phenyl-1H-pyrrol-2-yl)-2-oxoacetic acid methyl ester COC(C(=O)C=1N(C(=CC1C1=CC=CC=C1)C#N)C)=O